C(C)NNC(C1=CC=C(C=C1)CN1C2=C(CC(C3=C1C=CC=C3)O)C=CC=C2)=O N'-Ethyl-4-((10-hydroxy-10,11-dihydro-5H-dibenzo[b,f]azepin-5-yl)methyl)benzoyl-hydrazine